CN1C2=C(OCC1=O)C=C(C=N2)NC2=CC=C(C=C2)N2CCC(CC2)C(F)(F)F 4-methyl-7-((4-(4-(trifluoromethyl)piperidin-1-yl)phenyl)amino)-2H-pyrido[3,2-b][1,4]oxazin-3(4H)-one